decanyl monocaprylate C(CCCCCCC)(=O)OCCCCCCCCCC